4-bromo-5-(2-morpholinoethoxy)-2-nitro-aniline BrC1=CC(=C(N)C=C1OCCN1CCOCC1)[N+](=O)[O-]